(4-((5-aminopyridin-2-yl)amino)-2-methyl-3,4-dihydroquinolin-1(2H)-yl)propan-1-one NC=1C=CC(=NC1)NC1CC(N(C2=CC=CC=C12)C(CC)=O)C